C1(CC1)C1=NC(=C2N1CCN(C2)C(=O)NC)C2=C1C=C(C(=NC1=CC=C2)C=2C=NN(C2)C)C(F)F 3-cyclopropyl-1-(3-(difluoromethyl)-2-(1-methyl-1H-pyrazol-4-yl)quinolin-5-yl)-N-methyl-5,6-dihydroimidazo[1,5-a]pyrazine-7(8H)-carboxamide